COC(=O)C1=CC2=C(N(C=N2)C2CC2)C(=C1)F 1-cyclopropyl-7-fluoro-1H-benzo[d]Imidazole-5-carboxylic acid methyl ester